(S)-1-(2-cyano-5-methylphenyl)-3-(isoquinolin-4-yl)-2-oxoimidazoline-4-carbonitrile C(#N)C1=C(C=C(C=C1)C)N1C(N([C@@H](C1)C#N)C1=CN=CC2=CC=CC=C12)=O